C(CC=C)OC=1C=2N(C=C(N1)C=1C=C(C=NC1C)[C@@H](C)N(S(=O)C(C)(C)C)CC)N=CN2 N-((R)-1-(5-(8-(but-3-en-1-yloxy)-[1,2,4]triazolo[1,5-a]pyrazin-6-yl)-6-methylpyridin-3-yl)ethyl)-N-ethyl-2-methylpropane-2-sulfinamide